acryloyloxypropyldiethoxyethylsilane C(C=C)(=O)OCCC[SiH2]CC(OCC)OCC